{3-[(tert-butoxycarbonyl)amino]phenyl}boronic acid C(C)(C)(C)OC(=O)NC=1C=C(C=CC1)B(O)O